5-((5'S,7a'R)-3'-oxotetrahydro-3'H-spiro[piperidine-4,2'-pyrrolo[2,1-b]thiazol]-5'-yl)nicotinonitrile O=C1N2[C@H](SC13CCNCC3)CC[C@H]2C=2C=NC=C(C#N)C2